C[Si]1(O[Si](O[Si](O[Si](O1)(C=C)C)(C=C)C)(C=C)C)C=C 2,4,6,8-tetramethyl-2,4,6,8-tetravinylcyclotetrasiloxane